O1CCN(CC1)CCCCS(=O)(=O)O 4-Morpholinobutane-1-sulfonic acid